BrC1CCC1 bromo-cyclobutane